C(C)(C)N1C(=NN=C1)C1=CC=C(C=C1)C=1C=C(C=NC1)C1=CC=NC2=C1C=C1N2CCN(C1=O)CC1=CC=NC=C1 4-(5-(4-(4-isopropyl-4H-1,2,4-triazol-3-yl)phenyl)pyridin-3-yl)-7-(pyridin-4-ylmethyl)-8,9-dihydropyrido[3',2':4,5]pyrrolo[1,2-a]pyrazin-6(7H)-one